FC(C1=CC2=C(N=C(N=C2)S(=O)(=O)C)N(C1=O)[C@H]1[C@](CCC1)(C)O)F 6-(Difluoromethyl)-8-((1R,2R)-2-hydroxy-2-methylcyclopentyl)-2-(methylsulfonyl)pyrido[2,3-d]pyrimidin-7(8H)-one